CC1CCN(CC1)CCCCN 4-(4-methylpiperidin-1-yl)butan-1-amine